(2R,4R)-4-((4-acetyl-5-fluoro-3-methyl-6-((5-methyl-1H-pyrazol-3-yl)amino)pyridin-2-yl)methyl)-1-(3-chloro-2-fluorobenzyl)-2-methylpiperidine-4-carboxylic acid C(C)(=O)C1=C(C(=NC(=C1F)NC1=NNC(=C1)C)C[C@@]1(C[C@H](N(CC1)CC1=C(C(=CC=C1)Cl)F)C)C(=O)O)C